CC1CN(CC1C)C1=NC(=NC=C1)C1=CN=C2N1C=C(N=C2)C(F)(F)F 3-(4-(3,4-Dimethylpyrrolidin-1-yl)pyrimidin-2-yl)-6-(trifluoromethyl)imidazo[1,2-a]pyrazine